Cl.[Ni+2] Nickel(II) hydrochloride